C1CCCC12CNCCC2CN2C(C=1C=CC=C(C1C2)C(=O)N(C)C)=O 2-[7-azaspiro[4.5]decan-10-ylmethyl]-N,N-dimethyl-1-oxo-3H-isoindole-4-carboxamide